1-(1-isopropyl-2-oxo-1,2-dihydrobenzo[cd]indol-6-yl)cyclopropane-1-carboxamide C(C)(C)N1C(C2=C3C(C(=CC=C13)C1(CC1)C(=O)N)=CC=C2)=O